ClC1=CC=C(C=C1)C1=NN(C(=C1)OCC1=C(C=CC=C1)\C(\C(=O)OC)=C/OC)C methyl (αE)-2-[[[3-(4-chlorophenyl)-1-methyl-1H-pyrazol-5-yl]oxy]methyl]-α-(methoxymethylene)benzeneacetate